N1=CC(=CC=C1)C1=CN=C2N1C=C(C=N2)C=2C=C(C=NC2)C2=CC=C(C=C2)N2C(CCC2)=O 1-(4-(5-(3-(pyridin-3-yl)imidazo[1,2-a]pyrimidin-6-yl)pyridin-3-yl)phenyl)pyrrolidin-2-one